benzyl 1-thia-6-azaspiro[2.5]octane-6-carboxylate S1CC12CCN(CC2)C(=O)OCC2=CC=CC=C2